5-(4-((4-((5-(Trifluoromethyl)pyridin-2-yl)amino)piperidin-1-yl)sulfonyl)phenyl)-1H-pyrazolo[3,4-b]pyrazin-3-amine FC(C=1C=CC(=NC1)NC1CCN(CC1)S(=O)(=O)C1=CC=C(C=C1)C=1N=C2C(=NC1)NN=C2N)(F)F